ClC1=C(C(=CC=C1)C1=NC2=C(N1)C=C(C(=C2)OC)F)C=2C(=CC(=CC2)C(N[C@H](C2=CC=C(C=C2)F)C2CC2)=O)C(=O)O (S)-2'-chloro-4-{[cyclopropyl(4-fluorophenyl)methyl]carbamoyl}-6'-(6-fluoro-5-methoxy-1H-1,3-benzodiazol-2-yl)-[1,1'-biphenyl]-2-carboxylic acid